tert-butyl N-[5-bromo-2-fluoro-3-methyl-4-(trifluoromethyl)phenyl]carbamate BrC=1C(=C(C(=C(C1)NC(OC(C)(C)C)=O)F)C)C(F)(F)F